α-cymenesulfonate C1(=CC=C(C=C1)CS(=O)(=O)[O-])C(C)C